difluoromethyl-cyclopropane 2-chloroallyl-5-methylsulfonyl-4-oxo-1-[4-(trifluoromethoxy)phenyl]cinnoline-3-carboxylate ClC(COC(=O)C1=NN(C2=CC=CC(=C2C1=O)S(=O)(=O)C)C1=CC=C(C=C1)OC(F)(F)F)=C.FC(F)C1CC1